Bis(2-hydroxyethyl)-amine OCCNCCO